2-(trifluoromethyl)thiazole-5-carboxamide FC(C=1SC(=CN1)C(=O)N)(F)F